CSC1=CC=C(C=C1)/C=C/C(=O)C1=C(C=C(C(=O)O)C=C1)OC(C)C 4-[(E)-3-(4-Methylsulfanylphenyl)prop-2-enoyl]-3-propan-2-yloxybenzoic acid